C1(=CC=C(C=C1)N1C(=C(C=C1)S(N)(=O)=O)C(=O)O)C 1-(p-Tolyl)-3-sulfamoyl-pyrrole-2-carboxylic acid